C1(CC1)C=1C=C(C=2N(C1)C=C(N2)CN2N=NC(=C2)C(=O)NCC2=NC=CC(=C2F)OC)N2CCN(CC2)C 1-((6-cyclopropyl-8-(4-methylpiperazin-1-yl)imidazo[1,2-a]pyridin-2-yl)methyl)-N-((3-fluoro-4-methoxypyridin-2-yl)methyl)-1H-1,2,3-triazole-4-carboxamide